BrC=1C=CC=NC1 5-Bromopyridin